2,2-dilinoleyl-4-(3-dimethylaminopropyl)[1,3]-dioxolane C(CCCCCCC\C=C/C\C=C/CCCCC)C1(OCC(O1)CCCN(C)C)CCCCCCCC\C=C/C\C=C/CCCCC